[S-2].[Ta+4].[S-2] Tantalum(IV) sulfide